6,8-difluoro-7-hydroxyl-4-methyl-coumarin FC=1C=C2C(=CC(OC2=C(C1O)F)=O)C